5-phenyl-4,5,6,7-tetrahydrothieno[3,2-c]pyridine C1(=CC=CC=C1)N1CC2=C(CC1)SC=C2